BrC1=NC=CC(=C1F)C1=CC=2C(N(CC(C2N1)CCO)C(=O)OC(C)(C)C)=O tert-butyl 2-(2-bromo-3-fluoropyridin-4-yl)-7-(2-hydroxyethyl)-4-oxo-1,4,6,7-tetrahydro-5H-pyrrolo[3,2-c]pyridine-5-carboxylate